3-[tert-butyl-(dimethyl)silyl]Oxycyclobutanecarbaldehyde C(C)(C)(C)[Si](OC1CC(C1)C=O)(C)C